CC1=NC(=CC(=C1)C=1NC2=CC=C(C=C2C1C(C)C)C1CCN(CC1)C(CN1[C@H](C[C@H](C1)C)CO)=O)C 1-(4-(2-(2,6-dimethylpyridin-4-yl)-3-isopropyl-1H-indol-5-yl)piperidin-1-yl)-2-((2R,4R)-2-(hydroxymethyl)-4-methylpyrrolidin-1-yl)ethan-1-one